Cl.C(C)(C)(C)OC(=O)N([C@@H](CC(C)C)C(=O)N1[C@H](CN(CC1)CCCO)C(=O)O)C (R)-1-(N-(tert-Butoxycarbonyl)-N-methyl-L-leucyl)-4-(3-hydroxypropyl)piperazine-2-carboxylic acid HCl salt